NC1=NC(=CC(=N1)N1CCC2(C[C@H](NC2)C(=O)OCC)CC1)O[C@@H](C(F)(F)F)C=1C=C(C=CC1N1N=C(C=C1)C)C1=CC=C(C=C1)CO (S)-ethyl 8-(2-amino-6-((R)-2,2,2-trifluoro-1-(4'-(hydroxymethyl)-4-(3-methyl-1H-pyrazol-1-yl)-[1,1'-biphenyl]-3-yl)ethoxy)pyrimidin-4-yl)-2,8-diazaspiro[4.5]decane-3-carboxylate